furan-2-carboxylic acid hexylamide C(CCCCC)NC(=O)C=1OC=CC1